5-((1S,5R)-1-(5-(2-(pyrrolidin-1-yl)ethoxy)-1,3,4-oxadiazol-2-yl)-5-(trifluoromethyl)-3-azabicyclo[3.1.0]hexan-3-yl)quinoline-8-carbonitrile N1(CCCC1)CCOC1=NN=C(O1)[C@@]12CN(C[C@]2(C1)C(F)(F)F)C1=C2C=CC=NC2=C(C=C1)C#N